C1(CCCCC1)/C=C/C=1C=C2CC(C(C2=CC1)NC(O[C@@H]1CN2CCC1CC2)=O)(C)C (S)-quinuclidin-3-yl (5-((E)-2-cyclohexylvinyl)-2,2-dimethyl-2,3-dihydro-1H-inden-1-yl)carbamat